tert-butyl (R)-(1-(6-fluoro-1H-indol-3-yl)propan-2-yl)carbamate FC1=CC=C2C(=CNC2=C1)C[C@@H](C)NC(OC(C)(C)C)=O